[Cl-].CC1(COC2C[NH2+]CCC3=C2C1=CC=C3)C 3,3-Dimethyl-3,7,8,9,10,10a-hexahydro-2H-isochromeno[1,8-cd]azepin-9-ium chloride